N'-(4-(4-butyl-1H-1,2,3-triazol-1-yl)benzoyl)-2-(difluoromethoxy)benzohydrazide C(CCC)C=1N=NN(C1)C1=CC=C(C(=O)NNC(C2=C(C=CC=C2)OC(F)F)=O)C=C1